COC1=CC=C(C(=O)C2=C(C(=O)NNC(OC(C)(C)C)=O)C=C(C(=C2)C)C)C=C1 tert-butyl N-[[2-(4-methoxybenzoyl)-4,5-dimethyl-benzoyl]amino]carbamate